2-Formylbenzofuran C(=O)C=1OC2=C(C1)C=CC=C2